C(C)N(C(=O)C1CN(C2CN3C4=C(C2=C1)C=C(C=C4C=C3)F)C)CC N,N-diethyl-2-fluoro-8-methyl-7a,8,9,10-tetrahydro-7H-indolo[7,1-fg][1,7]naphthyridine-10-carboxamide